C6-chloronaphthalene-1,3-diol ClC=1C=C2C=C(C=C(C2=CC1)O)O